[6-(5-cyclopropyl-4H-1,2,4-triazol-3-yl)-2-azaspiro[3.3]heptan-2-yl]-[3-[[1-(trifluoromethyl)cyclopropyl]methoxy]azetidin-1-yl]methanone C1(CC1)C=1NC(=NN1)C1CC2(CN(C2)C(=O)N2CC(C2)OCC2(CC2)C(F)(F)F)C1